1,2,3-propanetricarboxylic acid tris(2-isopropylcyclohexylamide) C(C)(C)C1C(CCCC1)NC(=O)CC(CC(=O)NC1C(CCCC1)C(C)C)C(=O)NC1C(CCCC1)C(C)C